propyl-carboxamide C(CC)C(=O)N